dichloro[bis(triphenylphosphino)]Palladium Cl[Pd](P(C1=CC=CC=C1)(C1=CC=CC=C1)C1=CC=CC=C1)(P(C1=CC=CC=C1)(C1=CC=CC=C1)C1=CC=CC=C1)Cl